ethyl 2-(1-hydroxy-2-methylcyclohexyl)acetate OC1(C(CCCC1)C)CC(=O)OCC